choline bis-salicylate C(C=1C(O)=CC=CC1)(=O)[O-].C(C=1C(O)=CC=CC1)(=O)[O-].OCC[N+](C)(C)C.OCC[N+](C)(C)C